(S)-N-((S)-(4-chlorophenyl)(3-cyclopropylphenyl)methyl)-2-oxooxazolidine-5-carboxamide ClC1=CC=C(C=C1)[C@H](NC(=O)[C@@H]1CNC(O1)=O)C1=CC(=CC=C1)C1CC1